chloro-2',3,6'-trimethylspiro[oxazolidine-5,8'-pyrrolo[2,3-g]quinazoline]-2,7'(6'H)-dione ClC1=NC(=NC2=CC3=C(C=C12)N(C(C31CN(C(O1)=O)C)=O)C)C